N-(3-(2-((2-methoxy-4-(4-methyl-1-piperazinyl)phenyl)amino)-7-oxo-6-phenyl-8(7H)-pteridinyl)phenyl)acrylamide methanesulfonate hydrate O.CS(=O)(=O)O.COC1=C(C=CC(=C1)N1CCN(CC1)C)NC1=NC=2N(C(C(=NC2C=N1)C1=CC=CC=C1)=O)C=1C=C(C=CC1)NC(C=C)=O